tert-butyl (4-(2,6-dimethyltetrahydro-2H-pyran-4-yl)phenyl)carbamate CC1OC(CC(C1)C1=CC=C(C=C1)NC(OC(C)(C)C)=O)C